C(N)(=O)C=1C=C(C=CC1)NC(=O)[C@H]1O[C@@]([C@H]([C@H]1C1=C(C(=C(C=C1)F)F)OC(F)F)C)(C(F)(F)F)C (2S,3S,4S,5S)-N-(3-Carbamoylphenyl)-3-[2-(Difluoromethoxy)-3,4-difluoro-phenyl]-4,5-dimethyl-5-(trifluoromethyl)tetrahydrofuran-2-carboxamid